CN1C(=NC=C1)CC(=O)NCC1=CC(=NC=C1)OCC(F)(F)F 2-(1-Methyl-1H-imidazol-2-yl)-N-((2-(2,2,2-trifluoroethoxy)pyridin-4-yl)methyl)acetamide